6-(3-(pyrrolidin-1-yl)propoxy)thieno[2,3-b]pyridine-2-carboxylic acid N1(CCCC1)CCCOC1=CC=C2C(=N1)SC(=C2)C(=O)O